(6aR)-8-acryloyl-4-chloro-3-(2-fluoro-6-hydroxyphenyl)-1-(2-(methoxymethyl)-2-methylmorpholino)-6,6a,7,8,9,10-hexahydro-12H-pyrazino[2,1-c]pyrido[3,4-f][1,4]oxazepin-12-one C(C=C)(=O)N1C[C@@H]2COC3=C(C(N2CC1)=O)C(=NC(=C3Cl)C3=C(C=CC=C3O)F)N3CC(OCC3)(C)COC